CC=1C=C(C[C@H](N)C(=O)O)C=CC1 3-Methyl-L-phenylalanine